C(C)(C)(C)OOC(CCC(=O)O)(C)OOC(C)(C)C 4,4-bis(t-butylperoxy)pentanoic acid